methyl 6-(difluoromethoxy)-5-fluoropyridinecarboxylate FC(OC1=C(C=CC(=N1)C(=O)OC)F)F